N-((5,7-dichloro-6-(isoxazol-3-ylmethoxy)-1H-indol-2-yl)methyl)-1-methylcyclopropane-1-carboxamide ClC=1C=C2C=C(NC2=C(C1OCC1=NOC=C1)Cl)CNC(=O)C1(CC1)C